N-[[4-(5-amino-4-cyano-1-cyclopentyl-pyrazol-3-yl)-2,3-difluoro-phenyl]methyl]-5-fluoro-2-methoxy-benzamide NC1=C(C(=NN1C1CCCC1)C1=C(C(=C(C=C1)CNC(C1=C(C=CC(=C1)F)OC)=O)F)F)C#N